5-methyl-1-((6-(4-methylpiperazin-1-yl)pyridin-2-yl)methyl)-1H-indole-2-carboxylic Acid CC=1C=C2C=C(N(C2=CC1)CC1=NC(=CC=C1)N1CCN(CC1)C)C(=O)O